5-bromo-7-chloro-1,3-dimethyl-3,4-dihydroquinazolin-2(1H)-one BrC1=C2CN(C(N(C2=CC(=C1)Cl)C)=O)C